[Si](C)(C)(C(C)(C)C)OCC1C(CCCC1)O 2-(((t-butyldimethylsilyl)oxy)methyl)cyclohexane-1-ol